C12C=CC(C(C1)CN1C[C@@H]3C([C@@H]3C1)NC=1N=NC(=CC1)C=1C(=NN(C1)C)C)C2 (1r,5s,6s)-3-(5-bicyclo[2.2.1]hept-2-enylmethyl)-N-[6-(1,3-dimethylpyrazol-4-yl)pyridazin-3-yl]-3-azabicyclo[3.1.0]hexane-6-amine